tert-butyl 4-(6-methyl-7-(1-(tetrahydro-2H-pyran-4-yl)-1H-pyrazol-4-yl) imidazo[1,2-b]pyridazin-3-yl)-2,3-dihydro-1H-pyrrolo[2,3-b]pyridine-1-carboxylate CC=1C(=CC=2N(N1)C(=CN2)C2=C1C(=NC=C2)N(CC1)C(=O)OC(C)(C)C)C=1C=NN(C1)C1CCOCC1